Fluorooxyphospholide FOC1=[C-]PC=C1